4-(isoindolin-2-ylmethyl)-1-(2-(piperazin-1-yl)ethyl)pyridin-2(1H)-one C1N(CC2=CC=CC=C12)CC1=CC(N(C=C1)CCN1CCNCC1)=O